(1r,4R)-4-(3-chloroanilino)-5'-fluoro-2'-[(2R)-3-{[(5R,8R)-8-hydroxy-5-methyl-5,6,7,8-tetrahydroquinolin-4-yl]oxy}-2-methylpropyl]spiro[cyclohexane-1,1'-indene]-4-carboxylic acid ClC=1C=C(NC2(CCC3(C(=CC4=CC(=CC=C34)F)C[C@H](COC3=CC=NC=4[C@@H](CC[C@H](C34)C)O)C)CC2)C(=O)O)C=CC1